1-(4-chlorophenyl)-3-phenylbut-3-en-1-one oxime ClC1=CC=C(C=C1)C(CC(=C)C1=CC=CC=C1)=NO